ClC=1C=C(OC2=NC(=NN2C)NC2[C@H]3CN(C[C@@H]2CC3)C3=NC(=NO3)C)C=CC1F (1R,5S,8S)-N-[5-(3-chloro-4-fluorophenoxy)-1-methyl-1,2,4-triazol-3-yl]-3-(3-methyl-1,2,4-Oxadiazol-5-yl)-3-azabicyclo[3.2.1]Octan-8-amine